ClC=1C=CC(=C(C1)[C@@H]1[C@H](C1)C(=O)NC1=NC=CC(=C1)NCC=1N=C2N(C=C(C=C2)C2CC2)C1)C#N |r| rac-(1S*,2S*)-2-(5-chloro-2-cyanophenyl)-N-(4-(((6-cyclopropylimidazo[1,2-a]pyridin-2-yl)methyl)amino)pyridin-2-yl)cyclopropane-1-carboxamide